tert-butyl 5-[1-(cyclopropylmethyl)-5-(4-cyclopropylpiperazine-1-carbonyl)-7-(4,4,5,5-tetramethyl-1,3,2-dioxaborolan-2-yl)indol-2-yl]-3,6-dihydro-2H-pyridine-1-carboxylate C1(CC1)CN1C(=CC2=CC(=CC(=C12)B1OC(C(O1)(C)C)(C)C)C(=O)N1CCN(CC1)C1CC1)C1=CCCN(C1)C(=O)OC(C)(C)C